isopropyl 6-diazo-2-(2-ethoxyacetamido)-5-oxohexanoate [N+](=[N-])=CC(CCC(C(=O)OC(C)C)NC(COCC)=O)=O